N1(CCC1)C(=O)ON amino azetidine-1-carboxylate